OC1=C(C(=CC=2OC3=CC(=C(C(=C3C(C12)=O)CC=C(C)C)O)O)O)CC=C(C)C 1,3,6,7-tetrahydroxy-2,8-bis(3-methylbut-2-enyl)xanthen-9-one